COC(C1=CC=C(C=C1)C(C)C1=NC2=C(N1CC1=C(C=CC=C1)Cl)C=CC(=C2)OC)=O 4-(1-(1-(2-chlorobenzyl)-5-methoxy-1H-benzo[d]Imidazol-2-yl)ethyl)benzoic acid methyl ester